C(CCCCCCCCCCC)(=O)N(C)CC(=O)[O-] Lauroyl-Sarcosinate